2-decyl-tetradecylamide C(CCCCCCCCC)C(C[NH-])CCCCCCCCCCCC